N-[(1S)-2,3-dihydro-1H-inden-1-yl]-4-(propan-2-yl)-1-[3-(trifluoromethyl)phenyl]-1H-benzotriazole-5-carboxamide [C@@H]1(CCC2=CC=CC=C12)NC(=O)C1=C(C2=C(N(N=N2)C2=CC(=CC=C2)C(F)(F)F)C=C1)C(C)C